NC(C[Si](OC)(OC)OC)C beta-aminopropyl-trimethoxysilane